oxalic acid dithiocyanoborate B(S)(S)C#N.C(C(=O)O)(=O)O